C(C(=C)C)(=O)[O-].C(C=C)OCC(C)O.[Na+] sodium 1-allyloxy-2-hydroxypropane methacrylate